C1(=CC=CC=C1)C(=C(C1=CC=CC=C1)C1=CC=CC=C1)C1=CC=C(C(=O)OC2=C(C(=C(C(=C2F)F)F)F)F)C=C1 Pentafluorophenyl 4-(1,2,2-triphenylethenyl)benzoate